benzyl (2R,4R)-4-methoxy-2-[[2-oxo-2-[(2-oxo-2-pyrrolidin-1-yl-ethyl)amino]-1-(3-pyridyl)ethyl]-[4-(pentafluoro-λ6-sulfanyl)phenyl]carbamoyl]pyrrolidine-1-carboxylate CO[C@@H]1C[C@@H](N(C1)C(=O)OCC1=CC=CC=C1)C(N(C1=CC=C(C=C1)S(F)(F)(F)(F)F)C(C(NCC(N1CCCC1)=O)=O)C=1C=NC=CC1)=O